CS(=O)(=O)CC1CN(C1)C=1C=CC(=C2C=C(N=CC12)NC1=NC(=NC=C1)N1C[C@@H]([C@H](CC1)OC)O)C(C)C (3S,4S)-1-[4-({8-[3-(methanesulfonylmeth-yl)azetidin-1-yl]-5-(propan-2-yl)isoquinolin-3-yl}amino)pyrimidin-2-yl]-4-methoxypiperidin-3-ol